1-(2-chlorophenyl)-(S,S)-1,2-propanediol ClC1=C(C=CC=C1)[C@@H]([C@H](C)O)O